3-methoxy-N-(oxazin-4-yl)-4-trifluoromethyl-1H-pyrazol-5-amine COC1=NNC(=C1C(F)(F)F)NC1=CNOC=C1